BrC(C(C(Br)(Br)Br)(F)F)(Br)Br Hexabromodifluoropropane